NC1CCC=2C(=C(C=C(C2C1=O)NC(C)=O)Cl)C N-(7-amino-3-chloro-4-methyl-8-oxo-5,6,7,8-tetrahydronaphthalen-1-yl)acetamide